amino-urethane NNC(=O)OCC